cis-4-fluoro-5-((5-(3-((4-(prop-1-en-2-yl)pyridin-3-yl)oxy)cyclopentyl)-1H-pyrazol-3-yl)amino)-2,3-dihydrobenzo[d]isothiazole 1,1-dioxide FC1=C(C=CC2=C1CNS2(=O)=O)NC2=NNC(=C2)[C@@H]2C[C@@H](CC2)OC=2C=NC=CC2C(=C)C